2-(3-bromo-4-cyclopropyl-5-fluorophenyl)-4,4,5,5-tetramethyl-1,3,2-dioxaborolane BrC=1C=C(C=C(C1C1CC1)F)B1OC(C(O1)(C)C)(C)C